5-((3-bromopyridin-4-yl)methoxy)-2-methoxyisonicotinaldehyde BrC=1C=NC=CC1COC1=CN=C(C=C1C=O)OC